4-(2,5,6,6-tetramethyl-cyclohex-2-enyl)-but-3-en-2-one CC=1C(C(C(CC1)C)(C)C)C=CC(C)=O